3-Chlorostyren ClC=1C=C(C=C)C=CC1